p-iodo-phenylalanine IC1=CC=C(C[C@H](N)C(=O)O)C=C1